5-(2,3-dihydroxypropoxy)-4-oxo-1,4-dihydro-1,6-naphthyridine-2-carbonitrile OC(COC1=C2C(C=C(NC2=CC=N1)C#N)=O)CO